3-(3-Chloro-2-methylanilino)-2-(3-{[(2S)-morpholin-2-yl]methoxy}pyridin-4-yl)-1,5,6,7-tetrahydro-4H-pyrrolo[3,2-c]pyridin-4-one ClC=1C(=C(NC2=C(NC3=C2C(NCC3)=O)C3=C(C=NC=C3)OC[C@@H]3CNCCO3)C=CC1)C